COC1=CC=C(CN(S(=O)(=O)C2=CC(=C(C=C2)NC2=NC=C(C=C2)C(F)(F)F)C=2N=C3N(C2)CC(C3)C)C)C=C1 N-(4-methoxybenzyl)-N-methyl-3-(6-methyl-6,7-dihydro-5H-pyrrolo[1,2-a]imidazol-2-yl)-4-((5-(trifluoromethyl)pyridin-2-yl)amino)benzenesulfonamide